3-(benzofuran-5-yl)-6-(6-methoxypyridin-3-yl)-1,4-dihydrothieno[2',3':4,5]cyclopenta[1,2-c]pyrazole O1C=CC2=C1C=CC(=C2)C=2C1=C(NN2)C2=C(C1)SC(=C2)C=2C=NC(=CC2)OC